4-[(E)-2-(5,5-dimethyl-8-phenyl-6H-naphthalen-2-yl)vinyl]benzoic acid CC1(C=2C=CC(=CC2C(=CC1)C1=CC=CC=C1)/C=C/C1=CC=C(C(=O)O)C=C1)C